CC(CCCOC(=O)C1C2C3C4C=CC(C3C(C1)C2)C4)C 8-(4-methylpentoxycarbonyl)-tetracyclo[4.4.0.12,5.17,10]-3-dodecene